CN(C1=NC(=NC(=N1)S)S)C 2-dimethylamino-4,6-dimercapto-s-triazine